4-pentylthioisocyanate CCCC(C)SN=C=O